Cl.COC([C@@H](N)CCCC(N)C(CCC1=CC(=C(C=C1)O)N1N=C2C(=N1)C=CC=C2)=O)=O 6-(3-(3-(2H-benzo[d][1,2,3]triazol-2-yl)-4-hydroxyphenyl)propionyl)-L-lysine methyl ester hydrochloride